(2-(4'-fluoro-2'-(4-methyl-4H-1,2,4-triazol-3-yl)-[1,1'-biphenyl]-3-yl)imidazo[1,2-a]pyridin-6-yl)methanol FC1=CC(=C(C=C1)C1=CC(=CC=C1)C=1N=C2N(C=C(C=C2)CO)C1)C1=NN=CN1C